C(C)(C)(C)OC(NC12CC(C1)(C2)NC(=O)C2=NC=C(N=C2)C(F)F)=O (3-{[5-(difluoromethyl)pyrazine-2-carbonyl]amino}bicyclo[1.1.1]pent-1-yl)carbamic acid tert-butyl ester